N-(adamantan-1-yl)-4,5-dihydro-7-hydroxy-2-(2-hydroxyethyl)-5-oxo-4-(1-pentyl)-2H-pyrazolo[4,3-b]pyridin-6-carboxamide C12(CC3CC(CC(C1)C3)C2)NC(=O)C2=C(C=3C(N(C2=O)CCCCC)=CN(N3)CCO)O